ClCC1=NC(=NO1)C1=CC(=C(C=C1)OC1=C(C=CC=C1)S(=O)(=O)CC(C)C)C(F)(F)F 5-(chloromethyl)-3-(4-(2-(isobutylsulfonyl)phenoxy)-3-(trifluoromethyl)phenyl)-1,2,4-oxadiazole